(2s,3s,4r,5r)-3,4-dihydroxy-N-((methyl-d3))-5-(6-((methyl-d3)amino)-2-(5-phenylpyridin-3-yl)-9H-purin-9-yl)tetrahydrofuran-2-carboxamide O[C@@H]1[C@H](O[C@H]([C@@H]1O)N1C2=NC(=NC(=C2N=C1)NC([2H])([2H])[2H])C=1C=NC=C(C1)C1=CC=CC=C1)C(=O)NC([2H])([2H])[2H]